O=C1N(C(CC1)=O)OC(\C=C\C1=C(C=CC(=C1)Cl)N1N=NN=C1)=O (E)-3-(5-chloro-2-(1H-tetrazol-1-yl)phenyl)acrylic acid 2,5-dioxopyrrolidin-1-yl ester